CN(CCN(C=1C(=CC(=C(C1)OC)NC1=NC=CC(=N1)C=1C=C2C(=NC1)N=C(N2C(C)C)OC)N)C)C N1-(2-(dimethylamino)ethyl)-N4-(4-(1-isopropyl-2-methoxy-1H-imidazo[4,5-b]pyridine-6-yl)pyrimidin-2-yl)-5-methoxy-N1-methylbenzene-1,2,4-triamine